FC(OC1=CC=C(C=C1)NC1=CC(=NC=N1)C=1C=C(C(=O)N)C=CC1)(F)F 3-[6-[[4-(trifluoromethoxy)phenyl]amino]-4-pyrimidinyl]benzamide